C(C)C1(CCS(CC1)(=O)=O)C1=CC=CC=2N1C(=C(N2)C(=O)N)C (4-ethyl-1,1-dioxo-thian-4-yl)-3-methyl-imidazo[1,2-a]pyridine-2-carboxamide